(9S)-1-(3-(1,3-dioxoisoindolin-2-yl)propyl)-9-ethyl-5-fluoro-9-hydroxy-4-methyl-1,2,3,9,12,15-hexahydro-10H,13H-benzo[de]pyrano[3',4':6,7]indolizino[1,2-b]quinoline-10,13-dione O=C1N(C(C2=CC=CC=C12)=O)CCCC1CCC=2C=3C1=C1C(=NC3C=C(C2C)F)C2=CC3=C(C(N2C1)=O)COC([C@]3(O)CC)=O